Methyl 2-nitro-4-(4-(trifluoro-methyl)phenoxy)benzoate [N+](=O)([O-])C1=C(C(=O)OC)C=CC(=C1)OC1=CC=C(C=C1)C(F)(F)F